NC1=NC=C(C(=N1)C(F)(F)F)C(=O)N(C1=CC=C(C2=NON=C21)[N+](=O)[O-])C2=C(C=C(C=C2)F)C2CC2 2-amino-N-(2-cyclopropyl-4-fluorophenyl)-N-(7-nitrobenzo[c][1,2,5]oxadiazol-4-yl)-4-(trifluoromethyl)pyrimidine-5-carboxamide